ClC1=CC=C(C=N1)N[C@H](C)C=1C=C(C=C2C(C(=C(OC12)C=1C(=C(C=CC1)CC(=O)OC)F)C)=O)C Methyl 2-[3-[8-[(1R)-1-[(6-chloro-3-pyridyl)amino]ethyl]-3,6-dimethyl-4-oxo-chromen-2-yl]-2-fluoro-phenyl]acetate